(Z)-Ethyl 3-(4-((5-(4-chloro-3-(morpholine-4-carbonyl)phenyl)furan-2-yl)methylene)-3-methyl-5-oxo-4,5-dihydro-1H-pyrazol-1-yl)benzoate ClC1=C(C=C(C=C1)C1=CC=C(O1)\C=C/1\C(=NN(C1=O)C=1C=C(C(=O)OCC)C=CC1)C)C(=O)N1CCOCC1